3,5-bis(2-hydroxy-2-propyl)phenol OC(C)(C)C=1C=C(C=C(C1)C(C)(C)O)O